C(C1=CC=CC=C1)OC1=C(OC(C(=O)OC)CCBr)C=C(C=C1)Br methyl 2-(2-(benzyloxy)-5-bromophenoxy)-4-bromobutanoate